4-(2-(difluoromethoxy)phenyl)-6-methylnicotinic acid FC(OC1=C(C=CC=C1)C1=CC(=NC=C1C(=O)O)C)F